C(CCC)OC1=NN=CC2=C(C=CC=C12)O 1-(butoxy)-5-hydroxyphthalazine